C(=O)N1C=CC2=CC=CC=C12 N-formyl-indole